O1NC(=CC2=C1C=CC=C2)C2=C(C(C#N)=CC=C2)C#N benzoxazinyl-phthalonitrile